benzyl (7S)-7-(3-bromopyrrolo[2,3-c]pyridazin-7-yl)-4-azaspiro[2.5]octane-4-carboxylate BrC1=CC2=C(N=N1)N(C=C2)[C@H]2CCN(C1(CC1)C2)C(=O)OCC2=CC=CC=C2